N[C@@H](C(=O)O)CC(=O)C1=C(C=CC=C1)NC=O (R)-2-amino-4-(2-formylaminophenyl)-4-oxobutanoic acid